(1S,6R,8R,9R,10R,13E,15R,17R)-8,17-bis(6-amino-9H-purin-9-yl)-9-fluoro-3,12-dihydroxy-2,4,7,11,16-pentaoxa-3λ5,12λ5-diphosphatricyclo[13.3.0.06,10]octadec-13-ene-3,12-dione NC1=C2N=CN(C2=NC=N1)[C@@H]1O[C@@H]2COP(O[C@H]3C[C@@H](O[C@@H]3/C=C/P(O[C@H]2[C@H]1F)(=O)O)N1C2=NC=NC(=C2N=C1)N)(=O)O